(S)-N-(5-cyclopropyl-1H-pyrazol-3-yl)-2-(1-(3,5-difluorophenyl)-1H-pyrazol-4-yl)propanamide C1(CC1)C1=CC(=NN1)NC([C@@H](C)C=1C=NN(C1)C1=CC(=CC(=C1)F)F)=O